4-[5-(aminomethyl)pyrimidin-2-yl]-3-[2-methyl-5-(4-methyl-1,3-thiazol-5-yl)pyrazol-3-yl]oxybenzonitrile NCC=1C=NC(=NC1)C1=C(C=C(C#N)C=C1)OC=1N(N=C(C1)C1=C(N=CS1)C)C